Methyl (1S,2S)-2-((2-bromophenyl)carbamoyl)cyclopropane-1-carboxylate BrC1=C(C=CC=C1)NC(=O)[C@@H]1[C@H](C1)C(=O)OC